C(C=1C(O)=CC=CC1)(=O)[O-].C1(=CC=CC=C1)[I+]C1=CC=CC=C1 Diphenyliodonium salicylate